C(=O)(O)C=1C=C(C=CC1C(=O)O)[Si](C1=CC=C(C=C1)[Si](C)(C)C1=CC(=C(C=C1)C(=O)O)C(=O)O)(C)C 1,4-bis(3,4-dicarboxyphenyldimethylsilyl)benzene